(R)-5-((((6-(3-(2-(1-(azetidin-3-ylmethyl)-1H-pyrazol-4-yl)-3-chloropyridin-4-yl)-2-chlorophenyl)-2-methoxypyridin-3-yl)methyl)amino)methyl)pyrrolidin-2-one N1CC(C1)CN1N=CC(=C1)C1=NC=CC(=C1Cl)C=1C(=C(C=CC1)C1=CC=C(C(=N1)OC)CNC[C@H]1CCC(N1)=O)Cl